BrC=1SC2=C(N1)C(=CC(=C2)C(=O)OC)C2CCC2 methyl 2-bromo-4-cyclobutyl-1,3-benzothiazole-6-carboxylate